N-[4-(p-tolylsulfonyloxy)phenyl]-N'-[4-(o-tolylsulfonyloxy)phenyl]urea C1(=CC=C(C=C1)S(=O)(=O)OC1=CC=C(C=C1)NC(=O)NC1=CC=C(C=C1)OS(=O)(=O)C1=C(C=CC=C1)C)C